ClC1=NC(=C2N=CN(C2=N1)C1OCCCC1)NCC1=CC=C(O1)C Chloro-6-[(5-methylfurfuryl)amino]-9-(tetrahydro-2H-pyran-2-yl)-9H-purine